tert-butyl (3-(4-(2-(4-((4-(Hydroxymethyl)oxazol-2-yl)methoxy)phenyl)propan-2-yl)phenoxy)propyl)carbamate OCC=1N=C(OC1)COC1=CC=C(C=C1)C(C)(C)C1=CC=C(OCCCNC(OC(C)(C)C)=O)C=C1